1-(2-Fluorophenylethynyl)-2-naphthol FC1=C(C=CC=C1)C#CC1=C(C=CC2=CC=CC=C12)O